(S)-3-(1-(naphthalen-2-yl)-2-oxo-1,2-dihydro-3H-imidazo[4,5-b]pyridin-3-yl)pyrrolidine-1-carboxylic acid tert-butyl ester C(C)(C)(C)OC(=O)N1C[C@H](CC1)N1C(N(C=2C1=NC=CC2)C2=CC1=CC=CC=C1C=C2)=O